Ethyl 3-methyl-4-(1-(2,2,2-trifluoroethyl)-1H-pyrazol-3-yl)-1H-pyrrole-2-carboxylate CC1=C(NC=C1C1=NN(C=C1)CC(F)(F)F)C(=O)OCC